ClC1=CC=2C3=C(C(=NC2C(=C1C1=CC(=CC2=CC=CC=C12)O)F)N1CC(C1)N(C)C)C=NN3C3CCN(CC3)C(C=C)=O 1-(4-(8-chloro-4-(3-(dimethylamino)azetidin-1-yl)-6-fluoro-7-(3-hydroxynaphthalen-1-yl)-1H-pyrazolo[4,3-c]quinolin-1-yl)piperidin-1-yl)propan-2-en-1-one